OC=1C=C2CC[C@]3([C@@H](C2=CC1)C1=CC=C(C=C1)N1CCC(CC1)C=O)CCC1=CC=CC=C13 1-(4-((1S,1'S)-6'-hydroxy-2,3,3',4'-tetrahydro-1'H-spiro[indene-1,2'-naphthalen]-1'-yl)phenyl)piperidine-4-carbaldehyde